CN(C1=CC=C(C=C1)C1=NC=CC2=CC(=C(C=C12)O)O)C 1-(4-(dimethylamino)phenyl)isoquinoline-6,7-diol